C(CCC)C1C(=NN(C1(C(=O)NCC1CN(CCO1)C)C)C1=C(C=C(C=C1)Cl)F)C1=CC=C(C=C1)F 4-butyl-1-(4-chloro-2-fluorophenyl)-3-(4-fluorophenyl)-5-methyl-N-((4-methylmorpholin-2-yl)methyl)-4,5-dihydro-1H-pyrazole-5-carboxamide